2-((S)-4-(7-(8-chloronaphthalen-1-yl)-2-(((S)-1-methylpyrrolidin-2-yl)methoxy)-5,6-dihydroquinazolin-4-yl)-1-(2-fluoroacryloyl)piperazin-2-yl)acetonitrile formate salt C(=O)O.ClC=1C=CC=C2C=CC=C(C12)C=1CCC=2C(=NC(=NC2C1)OC[C@H]1N(CCC1)C)N1C[C@@H](N(CC1)C(C(=C)F)=O)CC#N